[Se-2].[Ag+].[Ga+3].[Ag+] silver gallium silver selenide